ClC=1C(=C(CN2CCC(CC2)(C(=O)O)CC2=NC(=C(C(=C2F)CC)F)NC2=NNC(=C2)C)C=CC1)F 1-(3-chloro-2-fluorobenzyl)-4-((4-ethyl-3,5-difluoro-6-((5-methyl-1H-pyrazol-3-yl)amino)pyridin-2-yl)methyl)piperidine-4-carboxylic acid